(2-(2-nitrophenyl)acetamide) [N+](=O)([O-])C1=C(C=CC=C1)CC(=O)N